NC1=C(C(=NN1C1COCC1)C1=CC(=C(C=C1)CNC(C1=C(C=CC(=C1)F)OC)=O)F)C#N N-[[4-(5-amino-4-cyano-1-tetrahydrofuran-3-yl-pyrazol-3-yl)-2-fluoro-phenyl]methyl]-5-fluoro-2-methoxy-benzamide